1-(pyrimidin-5-yl)-9H-pyrido[3,4-b]indol N1=CN=CC(=C1)C1=NC=CC2=C1NC1=CC=CC=C21